ClC=1C=C(C=C(C1OCCCl)Cl)C(C)(C)C1=CC=C(C=C1)NC(=O)C=1N=C(OC1)NS(=O)(=O)C N-[4-[1-[3,5-dichloro-4-(2-chloroethoxy)phenyl]-1-methyl-ethyl]phenyl]-2-(methanesulfonamido)oxazole-4-carboxamide